The molecule is a sesquiterpenoid that is (+)-homalomenol A in which the double bond of the 2-methylpropen-1-yl group has migrated from the 1-2 position to the 2-3 position. It has a role as a plant metabolite. It is a carbobicyclic compound, a diol, a secondary alcohol, a tertiary alcohol, an olefinic compound and a sesquiterpenoid. CC(=C)C[C@H]1CC[C@@]2([C@@H]1[C@@](CC[C@H]2O)(C)O)C